NC1=NC=2C=CC=CC2C2=C1NC(N2CC2=CC(=CC=C2)CN2C(CCC2)=O)=O 4-amino-1-(3-((2-oxopyrrolidin-1-yl)methyl)benzyl)-1H-imidazo[4,5-c]quinolin-2(3H)-one